FC1(CCC(CC1)NC1=NC(=CC(=N1)COC)C=1SC=C(N1)C)F N-(4,4-difluorocyclohexyl)-4-(methoxymethyl)-6-(4-methylthiazol-2-yl)pyrimidin-2-amine